ClC1=C(C(=O)N)C=CC(=C1)N[C@H]1CNCC1 2-chloro-4-{[(3R)-pyrrolidin-3-yl]amino}benzamide